[Ru](Cl)Cl.COC1=CC(=NC=C1)C1=NC=CC(=C1)OC.COC1=CC(=NC=C1)C1=NC=CC(=C1)OC bis(4,4'-dimethoxy-2,2'-bipyridine) ruthenium dichloride